isopropyl (2R,5R)-4-[2-[(6-amino-5-cyclopropyl-3-pyridyl)amino]-2-oxo-acetyl]-5-(4-fluorophenyl)-2-methyl-piperazine-1-carboxylate NC1=C(C=C(C=N1)NC(C(=O)N1C[C@H](N(C[C@H]1C1=CC=C(C=C1)F)C(=O)OC(C)C)C)=O)C1CC1